CCOC(=O)N1[C@@H]2CC[C@H]1CC(C2)N3CCC4(CC3)CC(=O)NC4 ethyl (1R,3r,5S)-3-(3-oxo-2,8-diazaspiro[4.5]decan-8-yl)-8-azabicyclo[3.2.1]octane-8-carboxylate